5-Fluoro-N-[(E)-(1-Hydroxy-3H-2,1-benzoxaborol-5-yl)methylenamino]-N-isobutyl-1,1-dioxo-1,2-benzothiazol-3-amin FC=1C=CC2=C(C(=NS2(=O)=O)N(CC(C)C)/N=C/C=2C=CC3=C(COB3O)C2)C1